C(C)N1C(=NC(=C1)C(F)(F)F)C1=C(C=C(CN2C=3N(CCC2=O)N=C(C3)C3=C(C=NN3C(C)C)C=O)C=C1)F 5-(4-(4-(1-ethyl-4-(trifluoromethyl)-1H-imidazol-2-yl)-3-fluorobenzyl)-5-oxo-4,5,6,7-tetrahydro-pyrazolo[1,5-a]pyrimidin-2-yl)-1-isopropyl-1H-pyrazole-4-carbaldehyde